C(CCCC)C1CCC(CC1)NC(=O)CC(C(CC(=O)NC1CCC(CC1)CCCCC)C(=O)NC1CCC(CC1)CCCCC)C(=O)NC1CCC(CC1)CCCCC 1,2,3,4-butanetetracarboxylic acid tetrakis(4-n-pentylcyclohexylamide)